3-methyl-octahydro-2H-pyrazino[1,2-a]pyrazine-2-carboxylic acid tert-butyl ester C(C)(C)(C)OC(=O)N1CC2N(CC1C)CCNC2